FC1=C(C(=CC(=C1)C#C[Si](C)(C)C)F)CO (2,6-difluoro-4-((trimethylsilyl)ethynyl)phenyl)methanol